NC1=NC=NN2C1=C(C=C2C2CCNCC2)C2=C(C=C(C=C2)NC(=O)C=2C(N(C=CC2)C2=CC=CC=C2)=O)F N-[4-(4-amino-7-piperidin-4-ylpyrrolo[2,1-f][1,2,4]triazin-5-yl)-3-fluorophenyl]-2-oxo-1-phenyl-1,2-dihydropyridine-3-carboxamide